BrC=1C(=C(C(=O)OCC)C(=CC1)CBr)OC(F)F ethyl 3-bromo-6-(bromomethyl)-2-(difluoromethoxy)benzoate